1-iodo-3,5-hexadecadiene ICCC=CC=CCCCCCCCCCC